F[P-](F)(F)(F)(F)F.F[P-](F)(F)(F)(F)F.[Ru+2].N1=C(C=CC=C1)C1=NC=CC=C1.N1=C(C=CC=C1)C1=NC=CC=C1.N1=C(C=CC=C1)C1=NC=CC=C1 tris(2,2'-bipyridine) ruthenium bis(hexafluorophosphate) salt